4-{2-Cyclopropyl-6-[4-fluoro-6-({[(1-methylcyclobutyl)methyl]amino}methyl)-1-oxo-3H-isoindol-2-yl]pyridin-4-yl}-3-(4-methyl-1,2,4-triazol-3-yl)benzonitrile C1(CC1)C1=NC(=CC(=C1)C1=C(C=C(C#N)C=C1)C1=NN=CN1C)N1C(C2=CC(=CC(=C2C1)F)CNCC1(CCC1)C)=O